ClC1=CC(=NC(=C1)OC1=CC=CC=C1)NS(=O)(=O)C1=CC=CC=C1 N-(4-chloro-6-phenoxy-2-pyridyl)benzenesulfonamide